C(C)(C)(C)OC(=O)N1CC(C1)(C)CS(=O)(=O)C 3-(methylsulfonylmethyl)-3-methylazetidine-1-carboxylic acid tert-butyl ester